OC(C#CC=1C2=C(C(N(C1)C)=O)NC(=C2C(=O)OCC)C)(C)C2=CC=CC=C2 ethyl 4-(3-hydroxy-3-phenyl-but-1-ynyl)-2,6-dimethyl-7-oxo-1H-pyrrolo[2,3-c]pyridine-3-carboxylate